ClC1=C(C=CC=C1)C1=NC2=C(N1)CC(CC2)C2=C(N=C1N2CCNC1)C (2-(2-Chlorophenyl)-4,5,6,7-tetrahydro-1H-benzo[d]imidazol-6-yl)-2-methyl-5,6,7,8-tetrahydroimidazo[1,2-a]pyrazin